(4-(3-(4-(4-((1-(2-(2,6-dioxopiperidin-3-yl)-1,3-dioxoisoindolin-5-yl)piperidin-4-yl)methyl)piperazin-1-yl)benzoyl)-6-hydroxybenzo[b]thiophen-2-yl)phenyl)boronic acid O=C1NC(CCC1N1C(C2=CC=C(C=C2C1=O)N1CCC(CC1)CN1CCN(CC1)C1=CC=C(C(=O)C=2C3=C(SC2C2=CC=C(C=C2)B(O)O)C=C(C=C3)O)C=C1)=O)=O